azobis(2-methylpropionamide) dihydrochloride Cl.Cl.N(=NC(C(=O)N)(C)C)C(C(=O)N)(C)C